FC=1C=C(CNC(=O)C2=CC=C(S2)C2=C(C(=NC(=C2C(=O)N)CC(C)C)CCN2CCCCC2)C=2OC(=NN2)C)C=CC1F 4-(5-((3,4-difluorobenzyl)carbamoyl)thiophen-2-yl)-2-isobutyl-5-(5-methyl-1,3,4-oxadiazol-2-yl)-6-(2-(piperidin-1-yl)ethyl)nicotinamide